O=C1NC[C@H]2N1CCNC2 (S)-3-oxohexahydroimidazo[1,5-a]pyrazin